6-ethyl-3-((3-methoxy-5-(2-(3-propiolamidopropanamido)ethyl)phenyl)amino)-5-((tetrahydro-2H-pyran-4-yl)amino)pyrazine-2-carboxamide C(C)C1=C(N=C(C(=N1)C(=O)N)NC1=CC(=CC(=C1)CCNC(CCNC(C#C)=O)=O)OC)NC1CCOCC1